(3S)-3-(9H-fluoren-9-ylmethoxycarbonylamino)-4-(4-methylpyridin-1-yl)-4-oxobutanoic acid C1=CC=CC=2C3=CC=CC=C3C(C12)COC(=O)N[C@@H](CC(=O)O)C(=O)N1CC=C(C=C1)C